1,2-diphenyl-1,2-dichloroethane C1(=CC=CC=C1)C(C(Cl)C1=CC=CC=C1)Cl